dimethyl-3-hydroxypropyl-2,3-dioleyloxypropyl-ammonium bromide [Br-].C[N+](CC(COCCCCCCCC\C=C/CCCCCCCC)OCCCCCCCC\C=C/CCCCCCCC)(CCCO)C